BrC1=CC=C(C=C1)/C=C/C(=O)N1CCN(CC1)C(=O)C1=NC=NC(=C1)C(C)(C)O (E)-3-(4-bromophenyl)-1-(4-(6-(2-hydroxypropan-2-yl)pyrimidine-4-carbonyl)piperazin-1-yl)prop-2-en-1-one